C(C1=CC=CC=C1)N1C(N(/C(/C1=O)=C/C1=C(C=C(C=C1)N(C)CCO)OC)C)=S (E)-3-benzyl-5-(4-((2-hydroxyethyl)(methyl)amino)-2-methoxybenzylidene)-1-methyl-2-thioxoimidazolidin-4-one